N-cyclohexyl-maleimide C1(CCCCC1)N1C(C=CC1=O)=O